N1(CCSCC1)CCC(=O)N 3-(thiomorpholine-4-yl)propanamide